3-ferrocenylpropylamine [C-]1(C=CC=C1)CCCN.[CH-]1C=CC=C1.[Fe+2]